C(C(C)(C)C)(=O)OCO[C@@H]1[C@H](O[C@@]([C@@H]1O)(C#N)C1=CC=C2C(=NC=NN21)N)COC(CC)=O (((2R,3S,4R,5R)-5-(4-aminopyrrolo[2,1-f][1,2,4]triazin-7-yl)-5-cyano-4-hydroxy-2-((propionyloxy)methyl) tetrahydrofuran-3-yl)oxy)methyl pivalate